tert-butyl (3r,5s)-3-(3-((6-(benzylamino)-3-methyl-2-oxo-2,3-dihydro-1H-benzo[d]imidazol-4-yl) oxy) propyl)-4,4-difluoro-5-methylpiperidine-1-carboxylate C(C1=CC=CC=C1)NC=1C=C(C2=C(NC(N2C)=O)C1)OCCC[C@@H]1CN(C[C@@H](C1(F)F)C)C(=O)OC(C)(C)C